CC[Li] 2-ethyl-Lithium